1-[4-[(3-morpholinopropyl)diethoxysilyl]phenyl]-1-phenylethylene O1CCN(CC1)CCC[Si](C1=CC=C(C=C1)C(=C)C1=CC=CC=C1)(OCC)OCC